C(CCCCC(=O)O)(=O)O.C1(CCC(N1)=O)=O.C1(CCC(N1)=O)=O bis-succinimide adipate